(R)-(1-methylpyrrolidin-3-yl)methanol CN1C[C@@H](CC1)CO